ClC1=C2C=C(NC2=CC(=C1)C=1CN(CCC1)C(=O)C1N(CC2=CC=CC=C2C1)C=O)C(=O)O 4-Chloro-6-(1-(2-formyl-1,2,3,4-tetrahydroisoquinoline-3-carbonyl)-1,2,5,6-tetrahydropyridin-3-yl)-1H-indole-2-carboxylic acid